BrCCOC1=CC(=CC=C1)C(F)(F)F 1-(2-bromoethoxy)-3-(trifluoromethyl)benzene